C(C)(C)(C)C=1N(C=CN1)CC1=C(C=C(C=C1)C1=C(SC(=C1)CC(C)C)S(=O)(=O)NC(OCC(C)(C)O)=O)F 2-hydroxy-2-methylpropyl (3-(4-((2-(tert-butyl)-1H-imidazol-1-yl)methyl)-3-fluorophenyl)-5-isobutylthiophen-2-yl)sulfonylcarbamate